FC1=C(C(=CC(=C1F)F)F)[B-](C1=C(C(=C(C=C1F)F)F)F)(C1=C(C(=C(C=C1F)F)F)F)C1=C(C(=C(C=C1F)F)F)F.C1(=CC=CC=C1)P(C1=CC=CC=C1)C1=CC=CC=C1 Triphenylphosphine tetrakis(2,3,4,6-tetrafluorophenyl)borate